CN(CCN1N=CC(=C1)C1=CC=C(CN2C3=NC(=NC=C3NC2=O)C2=C(C=CC=C2)C(C)C)C=C1)C 9-(4-(1-(2-(dimethylamino)ethyl)-1H-pyrazol-4-yl)benzyl)-2-(2-isopropylphenyl)-7,9-dihydro-8H-purin-8-one